CC1=CC=C(C=C1)S(=O)(=O)OCCCCCCCCO 8-(toluene-4-sulfonyloxy)-octanol